ClC=1C(N(SC1Cl)CCCCCCCC)=O 4,5-DICHLORO-2-N-OCTYL-3(2H)-ISOTHIAZOLONE